CC=1N=C(C=2N(C1)C=C(N2)C=2N=C1N(C(C2)=O)C=C(C=C1)N1CCNCC1)C 2-(6,8-dimethylimidazo[1,2-a]pyrazin-2-yl)-7-(piperazin-1-yl)-4H-pyrido[1,2-a]pyrimidin-4-one